5-oxo-1-propylpyrrolidine-3-carboxylic acid methyl ester COC(=O)C1CN(C(C1)=O)CCC